N[C@@H]1C[C@H](C1)N(C(=O)N1[C@H](C2=CC=CC=C2CC1)C1=CC=C(C=C1)F)C (S)-N-((trans)-3-aminocyclobutyl)-1-(4-fluorophenyl)-N-methyl-3,4-dihydroisoquinoline-2(1H)-carboxamide